5-chloro-2-methoxypyridine-3-sulfonamide ClC=1C=C(C(=NC1)OC)S(=O)(=O)N